FC(C1=C(C(=NC(=N1)N1[C@H]([C@@H](C1)O)C)C=1C=NN(C1)C1CN(C1)C(=O)OC(C)(C)C)C)F tert-butyl 3-[4-[6-(difluoromethyl)-2-[(2S,3R)-3-hydroxy-2-methyl-azetidin-1-yl]-5-methyl-pyrimidin-4-yl]pyrazol-1-yl]azetidine-carboxylate